NC=1C=C(C=CC1)C1=CC=C(C=C1)C(=O)NC1CC1 3'-amino-N-cyclopropyl-[1,1'-biphenyl]-4-carboxamide